2-(4-amino-2-((4-fluorophenyl)ethynyl)phenyl)-1-(piperidin-1-yl)ethan-1-one NC1=CC(=C(C=C1)CC(=O)N1CCCCC1)C#CC1=CC=C(C=C1)F